C(C)(C)(C)[C@@H]1N(CCNC1CO)C(=O)OCC/1(CN(CC\C1=C/F)CC1CC1)C (E)-(1-(cyclopropylmethyl)-4-(fluoromethylene)-3-methylpiperidin-3-yl)methanol t-butyl-(s)-3-(hydroxymethyl)piperazin-1-carboxylate